ClC=1C(=NNC1)C(=O)N[C@H](C(=O)O)CCN(CCCCC1=NC=2NCCCC2C=C1)CCOC(C)C (S)-2-(4-chloro-1H-pyrazole-3-carboxamido)-4-((2-isopropoxyethyl)(4-(5,6,7,8-tetrahydro-1,8-naphthyridin-2-yl)butyl)amino)butanoic acid